(4-benzothien-2-yl-phenyl)-(4-benzothiazol-2-yl-phenyl)-(4-dibenzothiophen-2-yl-phenyl)amine S1C(=CC2=C1C=CC=C2)C2=CC=C(C=C2)N(C2=CC=C(C=C2)C2=CC1=C(SC3=C1C=CC=C3)C=C2)C2=CC=C(C=C2)C=2SC3=C(N2)C=CC=C3